C12OCC(C1)(C2)C=2N=C1N(C=C(C(=N1)OC(C)C)C(=O)NC=1C(N(C=CC1)C1CC1)=O)C2 2-(2-oxabicyclo[2.1.1]hexan-4-yl)-N-(1-cyclopropyl-2-oxo-1,2-dihydropyridin-3-yl)-7-isopropoxyimidazo[1,2-a]pyrimidine-6-carboxamide